OC1=C(C=CC=C1)C1=CC(=CN=N1)N1CCC(CC1)(C(=O)O)C1=CC=NC=C1 1-[6-(2-hydroxyphenyl)pyridazin-4-yl]-4-(pyridin-4-yl)piperidine-4-carboxylic acid